CN1N=CC=C1\C=C\[Sn](CCCC)(CCCC)CCCC (E)-1-methyl-5-(2-(tributylstannyl)vinyl)-1H-pyrazol